C(#CC)C=1C=NC=CC1 3-(prop-1-yn-1-yl)pyridine